6-(cyclopent-1-en-1-yl)-N-(4-(methylsulfonyl)but-3-en-2-yl)-2-phenoxynicotinamide C1(=CCCC1)C1=NC(=C(C(=O)NC(C)C=CS(=O)(=O)C)C=C1)OC1=CC=CC=C1